[Pd].C1(=CC=CC=C1)P(C1=CC=CC=C1)(C1=CC=CC=C1)C1=CC=CC=C1 (tetraphenylphosphine) palladium